FC(S(=O)(=O)OC1=C(C=C(C=C1)F)C1=NC=NC=C1C)(F)F [4-fluoro-2-(5-methylpyrimidin-4-yl)phenyl] trifluoromethanesulfonate